(R)-N-(5-((6-(3-(3-fluoro-5-((1-methyl-1H-pyrazol-3-yl)oxy)-phenyl)isoxazolidin-2-yl)pyrimidin-4-yl)amino)-4-methoxy-2-(4-methylpiperazin-1-yl)phenyl)-acrylamide FC=1C=C(C=C(C1)OC1=NN(C=C1)C)[C@@H]1N(OCC1)C1=CC(=NC=N1)NC=1C(=CC(=C(C1)NC(C=C)=O)N1CCN(CC1)C)OC